FC(C1=CC=C(C=C1)N1N=CC(=C1)C=1C=C2C(=CNC2=CC1)NC(=O)C=1OC=CN1)(F)F N-(5-{1-[4-(trifluoromethyl)phenyl]-1H-pyrazol-4-yl}-1H-indol-3-yl)-1,3-oxazole-2-carboxamide